C[C@@H]1O[C@@H](CN(C1)C1=CC=C(C=C1)NC1=NC=C(C(=N1)OCC1CCC(CCC1)NC(C)=O)F)C N-(4-(((2-((4-((2S,6R)-2,6-dimethylmorpholino)phenyl)amino)-5-fluoropyrimidin-4-yl)oxy)methyl)cycloheptyl)acetamide